ClP(C1=CC(=CC(=C1)C(F)(F)F)C(F)(F)F)C1=CC(=CC(=C1)C(F)(F)F)C(F)(F)F chlorobis(3,5-bistrifluoromethylphenyl)phosphine